1-((2-Fluoro-6-((4-(((1,1,1,3,3,3-hexafluoropropan-2-yl)oxy)carbonyl)piperazin-1-yl)methyl)-3-methylphenoxy)methyl)cyclopropane-1-carboxylic acid FC1=C(OCC2(CC2)C(=O)O)C(=CC=C1C)CN1CCN(CC1)C(=O)OC(C(F)(F)F)C(F)(F)F